4-[6-[(3,4-difluorophenyl)carbamoyl]-7-isopropoxy-imidazo[1,2-a]pyridin-2-yl]piperidine-1-carboxylic acid tert-butyl ester C(C)(C)(C)OC(=O)N1CCC(CC1)C=1N=C2N(C=C(C(=C2)OC(C)C)C(NC2=CC(=C(C=C2)F)F)=O)C1